ClC1=NC2=C(C(=C(C=C2C(=N1)Cl)C#N)I)F 2,4-dichloro-8-fluoro-7-iodoquinazoline-6-carbonitrile